5,8-dioxo-dihydronaphthalene O=C1C=2C=CCCC2C(C=C1)=O